1-tert-butyloxycarbonylpyrrolidine C(C)(C)(C)OC(=O)N1CCCC1